CN1C(=NC(=C1)[N+](=O)[O-])CNC(OC(C)(C)C)=O tert-butyl ((1-methyl-4-nitro-1H-imidazol-2-yl)methyl)carbamate